3-(N-(3'-cyano-4-tetrazol-1-yl-[1,1'-biphenyl]-2-yl)sulfamoyl)-4-ethylbenzoic acid C(#N)C=1C=C(C=CC1)C1=C(C=C(C=C1)N1N=NN=C1)NS(=O)(=O)C=1C=C(C(=O)O)C=CC1CC